3-oxohexanoic acid Ethyl ester (Ethyl 3-oxohexanoate) C(C)C(C(=O)O)C(CCC)=O.C(C)OC(CC(CCC)=O)=O